N-(4-(7,8-difluoro-3,4-dihydrospiro[benzo[c]azepine-5,1'-cyclopropane]-2(1H)-yl)-2,6-dimethylphenyl)-3,3-dimethylbutanamide FC1=CC2=C(CN(CCC23CC3)C3=CC(=C(C(=C3)C)NC(CC(C)(C)C)=O)C)C=C1F